1-((2-chlorothiazol-5-yl)methyl)-4-oxo-3-(1-propyl-1H-indol-3-yl)-4H-pyrido[1,2-a]pyrimidinium ClC=1SC(=CN1)C[N+]1=C2N(C(C(=C1)C1=CN(C3=CC=CC=C13)CCC)=O)C=CC=C2